[C@@H]1([C@@H](O)[C@H](O)[C@H](O1)CO)NC1=NC(NC=C1)=O beta-D-arabinofuranosyl-cytosine